OCCN1CCN(CC1)CCCC(=O)OCC(COCCCCCCCC)(COCCCCCCCC)COCCCCCCCC 3-(Octyloxy)-2,2-bis((octyloxy)methyl)propyl 4-(4-(2-hydroxyethyl)piperazin-1-yl)butanoate